N1=CC=C(C=C1)C1=CC=C(C=C1)CN (4-(pyridin-4-yl)phenyl)methanamine